8-fluoro-3,6-dioxaoctylamine FCCOCCOCCN